ClC1=C(C=C(C=C1)F)C(=O)C=1C(=CC2=CN(N=C2C1C#N)C)[N+](=O)[O-] 6-[(2-chloro-5-fluorophenyl)carbonyl]-2-methyl-5-nitroindazole-7-carbonitrile